C(CCCCCCCCCCCCCCC)S(=O)(=O)[O-].[Na+] sodium hexadecyl-sulphonate